ClC1=NC(=CC(=C1)C=1C(=NN2C1N=C(C=C2)C(=O)N[C@H]2COC[C@H]2O)C2=CC(=CC=C2)C#N)C 3-(2-Chloro-6-methyl-4-pyridyl)-2-(3-cyanophenyl)-N-[(3S,4S)-4-hydroxytetrahydrofuran-3-yl]pyrazolo[1,5-a]pyrimidine-5-carboxamide